(E)-3-(4-fluoro-2-(3-(3-fluoro-1H-indazol-6-yl)acrylamido)-3-methylphenyl)propionic acid FC1=C(C(=C(C=C1)CCC(=O)O)NC(\C=C\C1=CC=C2C(=NNC2=C1)F)=O)C